N-(4-(4-amino-5-(4-((5-chloropyrimidin-2-yl)oxy)-3-methoxyphenyl)-7-methyl-7H-pyrrolo[2,3-d]pyrimidin-6-yl)phenyl)methacrylamide NC=1C2=C(N=CN1)N(C(=C2C2=CC(=C(C=C2)OC2=NC=C(C=N2)Cl)OC)C2=CC=C(C=C2)NC(C(=C)C)=O)C